CC1=CC(=NN1)CN1C(C2=CC=C(C=C2C=N1)S(=O)(=O)C=1C=NN(C1)C)=O 2-((5-methyl-1H-pyrazol-3-yl)methyl)-6-((1-methyl-1H-pyrazol-4-yl)sulfonyl)phthalazin-1(2H)-one